5-bromo-N-(3-cyano-4-methyl-1H-indol-7-yl)thiazole-2-sulfonamide BrC1=CN=C(S1)S(=O)(=O)NC=1C=CC(=C2C(=CNC12)C#N)C